FC1=C(C=C(C=C1)N1C(C2=CC=C(C=C2C1)NC1=CC=NC=C1)=O)NC1=CC=NC=C1 2-(4-fluoro-3-(pyridin-4-ylamino)phenyl)-5-(pyridin-4-ylamino)isoindolin-1-one